4-(2-amino-4-ethyl-5-pyrimidin-5-yl-3-pyridinyl)phenol NC1=NC=C(C(=C1C1=CC=C(C=C1)O)CC)C=1C=NC=NC1